FC1=C(CC2=C(C=CC(=C2)C)O)C(=CC=C1)F 2-(2,6-difluorobenzyl)-4-methylphenol